FC=1C=CC(=C(C1)NC12CN(CC(CC1)C2)CCO)[N+](=O)[O-] 2-{1-[(5-fluoro-2-nitrophenyl)amino]-3-azabicyclo[3.2.1]octan-3-yl}ethanol